FC(C=1C=C(CN2C=C(C3=CC=CC=C23)/C=C(/C(=O)[O-])\C#N)C=C(C1)C(F)(F)F)(F)F (E)-3-(1-(3,5-bis(trifluoromethyl) benzyl)-1H-indol-3-yl)-2-cyanoacrylate